C(C)OC(C(=CC1=CN=C(S1)OC1CCC1)N=[N+]=[N-])=O 2-azido-3-[2-(cyclobutoxy)thiazol-5-yl]prop-2-enoic acid ethyl ester